N-(5-((1-oxaspiro(3.5)nonan-7-yl)oxy)-1,3,4-thiadiazol-2-yl)-2'-chloro-5'-methoxy-6-methyl-(4,4'-bipyridine)-3-carboxamide O1CCC12CCC(CC2)OC2=NN=C(S2)NC(=O)C=2C=NC(=CC2C2=CC(=NC=C2OC)Cl)C